ClC1=CC=C2C(NC(N(C2=C1)C1=CC=C(C=C1)F)=O)=O 7-chloro-1-(4-fluorophenyl)quinazolin-2,4(1H,3H)-dione